N-(5-methylpyrazin-2-yl)-4-nitrobenzenesulfonamide CC=1N=CC(=NC1)NS(=O)(=O)C1=CC=C(C=C1)[N+](=O)[O-]